(3R,4R)-4-({7-[5-(2,2-difluoroethyl)pyridin-2-yl]-5-fluoropyrrolo[2,1-f][1,2,4]triazin-2-yl}amino)piperidin-3-ol FC(CC=1C=CC(=NC1)C1=CC(=C2C=NC(=NN21)N[C@H]2[C@@H](CNCC2)O)F)F